COC1=CC=C(C=C1)[C@@H]1[C@@H](CCC1)O Cis-2-(4-methoxyphenyl)cyclopentan-1-ol